C[N+]1=CC=CC(=C1)C(=O)N The molecule is a pyridinium ion comprising nicotinamide having a methyl group at the 1-position. It has a role as a human metabolite, a Saccharomyces cerevisiae metabolite and a mouse metabolite. It derives from a nicotinamide.